[K].[K].SC1=NC=CC(=N1)S 2,4-dimercaptopyrimidine dipotassium salt